17-(di-tert-butoxyphosphoryl)heptadecanoic acid C(C)(C)(C)OP(=O)(OC(C)(C)C)CCCCCCCCCCCCCCCCC(=O)O